ClC1=NC=2N(C(=C1)N(C(OC(C)(C)C)=O)C1=CC(=CC(=C1)F)C(F)(F)F)N=CC2C2CC2 Tert-Butyl (5-chloro-3-cyclopropylpyrazolo[1,5-a]pyrimidin-7-yl)(5-fluoro-3-trifluoromethylphenyl)carbamate